ClC1=C(C=2N=C(N=C(C2C(=N1)O[C@@H](C)[C@H]1NC[C@]2(CC[C@@H]1N2C(=O)OC(C)(C)C)C)O)SC)F tert-butyl (1R,4S,5S)-4-[(1S)-1-{[7-chloro-8-fluoro-4-hydroxy-2-(methylsulfanyl)pyrido[4,3-d]pyrimidin-5-yl]oxy}ethyl]-1-methyl-3,8-diazabicyclo[3.2.1]octane-8-carboxylate